N,N-dimethyl-D-glucamine CN(C[C@H](O)[C@@H](O)[C@H](O)[C@H](O)CO)C